(1-(5-chloro-4-(((R)-1-(2,4-dichlorophenyl) ethyl) amino) pyrimidin-2-yl) (methyl) carbamoyl) piperidine-1-carboxylate N1(CCCCC1)C(=O)OC(NCC1=NC=C(C(=N1)N[C@H](C)C1=C(C=C(C=C1)Cl)Cl)Cl)=O